3-propanediol hydrochloride C(CO)CO.Cl